CN(C1=CC=C(C=C1)CCCCCCCCCCCCCCCCCC)CCCCCCCCCC N-methyl-4-octadecyl-N-decylaniline